tert-butyl 9-[3-(2,6-dioxo-3-piperidyl)-1-methyl-indazol-6-yl]-3-azaspiro[5.5]undecane-3-carboxylate O=C1NC(CCC1C1=NN(C2=CC(=CC=C12)C1CCC2(CCN(CC2)C(=O)OC(C)(C)C)CC1)C)=O